1-butyl-3-methylimidazole alaninate N[C@@H](C)C(=O)O.C(CCC)N1CN(C=C1)C